2-(2-ethylhexyl)-2-benzyl-1,3-dimethoxypropane C(C)C(CC(COC)(COC)CC1=CC=CC=C1)CCCC